5-{3-[2-fluoro-4-(3-hydroxyprop-1-yn-1-yl)phenoxy]propyl}-1,3-thiazole-4-carboxylic acid FC1=C(OCCCC2=C(N=CS2)C(=O)O)C=CC(=C1)C#CCO